C1(=CC=CC=C1)C=1C=C(C=C(C1)C1=CC=CC=C1)C1=C(C(=C2C=CC=CC2=C1)C1=CC(=CC2=CC=CC=C12)C1=CC(=CC(=C1)C1=CC=CC=C1)C1=CC=CC=C1)O (S)-3,3'-Bis(3,5-diphenyl-phenyl)-1,1'-binaphthol